C12N(CC(CC1)CC2)CCC(=O)NC=2C=C(C(=NC2)C)NC(=O)C=2C=NN1C2SC(=C1)C=1C=NN(C1)C N-(5-(3-(2-azabicyclo[2.2.2]octan-2-yl)propanamido)-2-methyl-pyridin-3-yl)-2-(1-methyl-1H-pyrazol-4-yl)pyrazolo[5,1-b]thiazole-7-carboxamide